IC1=CNC2=NC=CC(=C21)OC 3-iodo-4-methoxy-1H-pyrrolo[2,3-B]pyridine